OC1=C(C(=C(C(=O)O)C(=C1CC(F)(F)F)C)C)C 4-hydroxy-2,3,6-trimethyl-5-(2,2,2-trifluoroethyl)benzoic acid